O[C@@H]1CC(NC1)=O (4R)-4-hydroxypyrrolidin-2-one